trichloro-dibenzooxyphosphoran ClP(OCC1=CC=CC=C1)(OCC1=CC=CC=C1)(Cl)Cl